[(4-amino-5-benzoyl-1,3-thiazol-2-yl)(phenyl)amino]butanamide NC=1N=C(SC1C(C1=CC=CC=C1)=O)N(C1=CC=CC=C1)C(C(=O)N)CC